1-ethyl-3-ethylimidazole bistrifluoromethanesulfonimide salt [N-](S(=O)(=O)C(F)(F)F)S(=O)(=O)C(F)(F)F.C(C)N1CN(C=C1)CC